CN1C2=NC(=NC(=C2N=C1C1=CC=NC=C1)N1CCOCC1)N1N=C(C=C1)C1=CC=CC=C1 4-(9-methyl-2-(3-phenyl-1H-pyrazol-1-yl)-8-(pyridin-4-yl)-9H-purin-6-yl)morpholine